sodium decanoate sarcosinate N(C)CC(=O)[O-].C(CCCCCCCCC)(=O)O.[Na+]